methyl 3-(bromomethyl)furan-2-carboxylate BrCC1=C(OC=C1)C(=O)OC